2-bromo-N-(2-bromopyridin-4-yl)pyridine BrC1N(C=CC=C1)C1=CC(=NC=C1)Br